FC(C(F)(F)F)(N(C(C(F)(F)F)(F)F)C(F)(F)F)F perfluoro-N-methyl-N,N-diethylamine